3-bromo-1-oxa-2,9-diazaspiro[4.5]dec-2-ene BrC1=NOC2(C1)CCCNC2